ClC1=C(C=CC(=C1)C)CC(CO)=O 1-(2-chloro-4-methylphenyl)-3-hydroxypropan-2-one